(3S,4R)-4-(2,6-difluoro-4-methoxyphenyl)-3-[(5-{4-[(1,1,2,2,2-pentafluoroethyl)sulfanyl]phenyl}-1,3,4-oxadiazol-2-yl)amino]pyrrolidin-2-one FC1=C(C(=CC(=C1)OC)F)[C@H]1[C@@H](C(NC1)=O)NC=1OC(=NN1)C1=CC=C(C=C1)SC(C(F)(F)F)(F)F